COC(C1=NC=C(C=C1F)F)=O methyl-3,5-difluoropicolinate